Dimethyl 3-((1-benzyl-1,2,3,6-tetrahydropyridin-4-yl)methoxy)-4-bromophthalate C(C1=CC=CC=C1)N1CCC(=CC1)COC1=C(C(C(=O)OC)=CC=C1Br)C(=O)OC